COC=1C=C2C(=CC=NC2=CC1OC)OC1=CC(=CC=C1)[N+](=O)[O-] 6,7-Dimethoxy-4-(3-nitro-phenoxy)-quinoline